FC=1C=CC=C2C=C(C(=NC12)C1=NC=CC=C1)C(C)NS(=O)C(C)(C)C 2-Methyl-propane-2-sulfinic acid [1-(8-fluoro-2-pyridin-2-yl-quinolin-3-yl)-ethyl]-amide